4-thiocarbonylphthalide C(=S)=C1C2COC(=O)C2=CC=C1